N1=C(C=CC=C1)C1=NC=CC=C1 cis-bipyridine